2-[1-[(3-cyano-2-pyridyl)sulfanyl-phenyl-methyl]propyl]propanedinitrile C(#N)C=1C(=NC=CC1)SC(C(CC)C(C#N)C#N)C1=CC=CC=C1